FC1(C(C(C(C(C1(F)F)(F)F)(F)F)(F)F)O)F 2,2,3,3,4,4,5,5,6,6-decafluorocyclohexanol